dibenzofuran-6-boronic acid C1=CC=CC=2OC3=C(C21)C=CC=C3B(O)O